N-[1-(3-methylpyridin-4-yl)-1H-pyrazol-4-yl]-2-(1H-pyrazol-4-yl)-1,3-thiazole-4-carboxamide CC=1C=NC=CC1N1N=CC(=C1)NC(=O)C=1N=C(SC1)C=1C=NNC1